[Si](C)(C)(C(C)(C)C)OCC1=CC=C(C=C1)N1C2CN(CC1CC2)C=2C=CC(=NC2)N 5-(8-(4-(((tert-butyldimethylsilyl)oxy)methyl)phenyl)-3,8-diazabicyclo[3.2.1]octan-3-yl)pyridin-2-amine